ClC=1C(=NC=CC1)C=1C=C(C=C(C1)N1N=C(C2=CC=CC=C12)C1=CC=C(C=C1)C(F)(F)F)NC(C=C)=O N-(3-(3-chloropyridin-2-yl)-5-(3-(4-(trifluoromethyl)phenyl)-1H-indazol-1-yl)phenyl)acrylamide